C(C1=CC=CC=C1)OC1=NC(=CC=C1C1=NN(C2=CC(=CC=C12)N1CCN(CC1)[C@@H](COC1CCC(CC1)OC=1C(=C(C=CC1)O)C)C)C)OCC1=CC=CC=C1 3-(((1R,4r)-4-((R)-2-(4-(3-(2,6-bis(benzyloxy)pyridin-3-yl)-1-methyl-1H-indazol-6-yl)piperazin-1-yl)propoxy)cyclohexyl)oxy)-2-methylphenol